CS(=O)(=O)C1CCC1 (1r,3r)-3-(methylsulfonyl)cyclobutane